FC(C1=CC=C2N=CC=NC2=C1)(F)F 7-trifluoromethyl-quinoxaline